3,5-difluoro-4-[(3-fluoro-6,7-dimethoxy-4-quinolyl)oxy]aniline FC=1C=C(N)C=C(C1OC1=C(C=NC2=CC(=C(C=C12)OC)OC)F)F